N-(2-aminoethyl)-(2-hydroxypropyl) ethylenediamine tert-butyl 4-(4,4,5,5-tetramethyl-1,3,2-dioxaborolan-2-yl)-5,6-dihydropyridine-1(2H)-carboxylate CC1(OB(OC1(C)C)C1=CCN(CC1)C(=O)OC(C)(C)C)C.NCCNCCNCC(C)O